CC=1C=C(C=NC1OCC1(CC1)C(F)(F)F)C=O (5-methyl-6-((1-(trifluoromethyl)cyclopropyl)methoxy)pyridin-3-yl)methanone